Cl.NC(C(=O)NC)C 2-amino-N-methylpropanamide hydrochloride